N[C@@]1(COCCC1)C(=O)O (S)-3-AMINOTETRAHYDRO-2H-PYRAN-3-CARBOXYLIC ACID